CC(C[C@@H](CC=1SC=CN1)NC(OCC1=CC=CC=C1)=O)C benzyl (S)-(4-methyl-1-(thiazol-2-yl)pentan-2-yl)carbamate